3-(difluoromethoxy)-1-fluoro-4-[(4-methoxyphenyl)methylsulfanyl]-2-methyl-benzene FC(OC=1C(=C(C=CC1SCC1=CC=C(C=C1)OC)F)C)F